FC1=CC(=CC2=C1N=C(S2)NC(=O)[C@H]2CN(CCC2)CCN(C)C)F (R)-N-(4,6-difluoro-1,3-benzothiazol-2-yl)-1-[2-(dimethylamino)ethyl]piperidine-3-carboxamide